(2-(1-pentyl-2,6-dioxopiperidin-3-yl)-1-oxoisoindolin-4-yl)carbamic acid tert-butyl ester C(C)(C)(C)OC(NC1=C2CN(C(C2=CC=C1)=O)C1C(N(C(CC1)=O)CCCCC)=O)=O